COC1=CC=C(C=C1)[C@H]1[C@@H](C(N[C@@H]1C)=O)C(=O)O |o1:8,9,12| (3S*,4R*,5R*)-4-(4-methoxyphenyl)-5-methyl-2-oxopyrrolidine-3-carboxylic acid